ClC1=C(C=CC=C1)CS(=O)(=O)NC1=CC=C(C=C1)N1C2=C(NC(CC1=O)=O)C=C(C=C2)OC 1-(2-chlorophenyl)-N-[4-(2,4-dioxo-7-methoxy-1H-benzo[1,2-b][1,4]diazepine-1-Yl)phenyl]methanesulfonamide